CON(C(=O)NC1=CC(=C(C=C1)Cl)Cl)C 1-methoxy-1-methyl-3-(3,4-dichlorophenyl)urea